lithium acetonitrile bistrifluoromethanesulfonate FC(S(=O)(=O)[O-])(F)F.FC(S(=O)(=O)[O-])(F)F.C(C)#N.[Li+].[Li+]